CC1N(CC(NC1)C)N1N=C2C(N(CC=C2)C)=C1 2,5-dimethylpiperazin-1-yl-4-methyl-2,4-dihydro-5H-pyrazolo[4,3-b]Pyridine